CN1N=CC(=C1C(=O)O)C1=NC=C(C=N1)OS(=O)(=O)C 1-methyl-4-(5-((methylsulfonyl)oxy)pyrimidin-2-yl)-1H-pyrazole-5-carboxylic acid